2-(2,6-dioxopiperidin-3-yl)-5-(1,2,3,6-tetrahydropyridin-4-yl)isoindoline-1,3-dione O=C1NC(CCC1N1C(C2=CC=C(C=C2C1=O)C=1CCNCC1)=O)=O